rac-(1R,2S,6R)-2-(4-bromophenyl)-1-fluoro-6-((4-(trifluoromethyl)phenyl)carbamoyl)cyclohexane-1-carboxylic acid BrC1=CC=C(C=C1)[C@H]1[C@@]([C@H](CCC1)C(NC1=CC=C(C=C1)C(F)(F)F)=O)(C(=O)O)F |r|